CN1N=CC(=N1)C1=C2C=NN(C2=C(C=C1)C1=CC=C(N=N1)OC1C[C@H]2CC[C@@H](C1)N2C(=O)OC(C)(C)C)COCC[Si](C)(C)C tert-butyl (1R,3s,5S)-3-((6-(4-(2-methyl-2H-1,2,3-triazol-4-yl)-1-((2-(trimethylsilyl) ethoxy)methyl)-1H-indazol-7-yl)pyridazin-3-yl)oxy)-8-azabicyclo[3.2.1]octane-8-carboxylate